butyl 2-hydroxy-7-azaspiro[3.5]nonane-7-carboxylate OC1CC2(C1)CCN(CC2)C(=O)OCCCC